1-(((S)-oxetan-2-yl)methyl)-1H-benzo[d]imidazol-6-Carboxylic acid O1[C@@H](CC1)CN1C=NC2=C1C=C(C=C2)C(=O)O